FC1=C2CC[C@](C(C2=CC=C1)=O)(CC(=O)OC)CCCC(=O)OC methyl (S)-4-(5-fluoro-2-(2-methoxy-2-oxoethyl)-1-oxo-1,2,3,4-tetrahydronaphthalen-2-yl)butanoate